N,N,3,3-tetramethylacrylamide CN(C(C=C(C)C)=O)C